FC1=C2CN(CC2=CC(=C1)F)C(=O)NC1=CC=C(C=C1)C1CCC(CC1)C(=O)OC(C)(C)C tert-butyl (1r,4r)-4-(4-(4,6-difluoroisoindoline-2-carboxamido) phenyl)cyclohexane-1-carboxylate